O=C1NC(CC[C@@H]1N1CC2=CC=C(C=C2C1=O)C=1CCN(CC1)C(=O)OC(C)(C)C)=O tert-Butyl (S)-4-(2-(2,6-dioxopiperidin-3-yl)-3-oxoisoindolin-5-yl)-3,6-dihydropyridine-1(2H)-carboxylate